BrC=1C=C(C=C(C1)C(F)(F)F)NC(=O)N[C@@H]1CN(C[C@H]1C1=CC=C(C=C1)F)C(=O)OC(C)(C)C tert-butyl (3S,4R)-3-({[3-bromo-5-(trifluoromethyl)phenyl]carbamoyl}amino)-4-(4-fluorophenyl)pyrrolidine-1-carboxylate